3-[5-(2-methyl-1,3-dioxolan-2-yl)furan-2-yl]propanoate CC1(OCCO1)C1=CC=C(O1)CCC(=O)[O-]